CCCCCCCCC(C(CC=CC=CC=CC=CC(=O)O)O)O 11,12-dihydroxyeicosatetraenoic acid